S1C=CC=2C(OCC3(C21)CC3)CNC 1-(4'h,6'h-spiro[cyclopropane-1,7'-thieno[3,2-c]pyran]-4'-yl)-N-methyl-methylamine